Diethyl ((3-methyl-2-oxo-2,3-dihydro-1H-benzo[d]imidazol-5-yl)methyl)phosphonate CN1C(NC2=C1C=C(C=C2)CP(OCC)(OCC)=O)=O